N(NC1=CC=CC=C1)NC1=CC=CC=C1 iminodianiline